N1=CC=C(C=C1)C12OCC(C1)(C2)NC(OC(C)(C)C)=O tert-butyl N-[1-(4-pyridyl)-2-oxabicyclo[2.1.1]hexan-4-yl]carbamate